2,6-diethoxynaphthalene C(C)OC1=CC2=CC=C(C=C2C=C1)OCC